C(C)N(C(=O)C1CN(CCC1O)C)CCN1CCC(CC1)C1=NOC2=C1C=CC(=C2)F N-ethyl-N-{2-[4-(6-fluoro-1,2-benzisoxazol-3-yl)piperidin-1-yl]ethyl}-4-hydroxy-1-methylpiperidine-3-carboxamide